N[C@@H](C(=O)O)CC=1C=NC=CC1 (2R)-2-amino-3-(pyridin-3-yl)propionic acid